C1(=CC=CC=C1)N=C1S(C=C(N1)C1=CC=C(C=C1)C)C1=C(C=CC=C1)C 2-phenylimino-1-o-tolyl-4-p-tolylthiazole